O1CCNCC[C@@H]1C=O ((R)-1,4-oxazepan-7-yl)methanone